tert-butyl (4-(methoxy(methyl)carbamoyl)pyridin-2-yl)carbamate CON(C(=O)C1=CC(=NC=C1)NC(OC(C)(C)C)=O)C